C(CCCCCCC)OCOCC/C=C/CC[Mg]I (3E)-6-(octyloxymethoxy)-3-hexenylmagnesium iodide